ClC1=NC=CC(=C1OC(F)F)C Chloro-3-(difluoromethoxy)-4-methylpyridine